NC1=NC2=NC=C(N=C2C(=N1)N)CN(C1=CC=C(C(=O)O)C=C1)C 4-(((2,4-diaminopteridin-6-yl)methyl)(methyl)amino)benzoic acid